rac-(3R,5R)-5-(2-((5-(4-(aminomethyl)phenyl)thiazol-2-yl)amino)pyrimidin-5-yl)tetrahydrofuran-3-yl isopropylcarbamate C(C)(C)NC(O[C@H]1CO[C@H](C1)C=1C=NC(=NC1)NC=1SC(=CN1)C1=CC=C(C=C1)CN)=O |r|